C(CN)CN(CCO)CCO N-(3-AMINOPROPYL)DIETHANOLAMINE